CS(=CC(CC1CN(C1)C(=O)OC(C)(C)C)=O)(=O)C tert-butyl 3-(3-(dimethyl(oxo)-λ6-sulfaneylidene)-2-oxopropyl)azetidine-1-carboxylate